N-(2-chloro-4-methoxyphenyl)-3-(5-methoxybenzo[d]thiazol-2-yl)pyridin-4-amine ClC1=C(C=CC(=C1)OC)NC1=C(C=NC=C1)C=1SC2=C(N1)C=C(C=C2)OC